(S)-tert-butyl (2-((5-(4-(2-((1,3-dioxoisoindolin-2-yl)oxy)propoxy)phenyl)pyridin-2-yl)amino)ethyl)carbamate O=C1N(C(C2=CC=CC=C12)=O)O[C@H](COC1=CC=C(C=C1)C=1C=CC(=NC1)NCCNC(OC(C)(C)C)=O)C